BrC1=CC(=CC(=C1)C1=CC=CC=C1)C1=CC=CC=C1 1-bromo-3,5-di-phenylbenzene